CN([C@@H]1C[C@@H]2CN([C@H]1C2)C(=O)C2=C(C=CC=C2)C2=NC=CC=N2)C2=NC=C(N=C2)C(F)(F)F ((1S,4S,6R)-6-(methyl(5-(trifluoromethyl)pyrazin-2-yl)amino)-2-azabicyclo[2.2.1]heptan-2-yl)(2-(pyrimidin-2-yl)phenyl)methanone